NCC[C@H](C(=O)O)C 4-amino-(2R)-methylbutanoic acid